N-(9-((2R,3R,4R,5R)-3-((tert-butyldimethylsilyl)oxy)-5-(((tert-butyldimethylsilyl)oxy)methyl)-4-(vinyloxy)tetrahydrofuran-2-yl)-9H-purin-6-yl)benzamide [Si](C)(C)(C(C)(C)C)O[C@H]1[C@@H](O[C@@H]([C@H]1OC=C)CO[Si](C)(C)C(C)(C)C)N1C2=NC=NC(=C2N=C1)NC(C1=CC=CC=C1)=O